7-bromo-5-fluoro-1-methyl-2,3-dihydro-1H-inden-1-ol BrC=1C=C(C=C2CCC(C12)(O)C)F